tert-butyl (6-((4,4-dimethyl-4,5-dihydrooxazol-2-yl)amino)pyrimidin-4-yl)carbamate CC1(N=C(OC1)NC1=CC(=NC=N1)NC(OC(C)(C)C)=O)C